(7S)-2-chloro-7-(2-hydroxyethyl)-7,8-dihydropteridin-6(5H)-one ClC1=NC=2N[C@H](C(NC2C=N1)=O)CCO